CC1=C(C(=C(C=C1)O)C1=CC=CC=C1)O methyl-[1,1'-biphenyl]-2,6-diol